FC1=C(C(=CC=C1)COCCCO)C=1C=C2C(=CN1)N(N=C2C2=CC(=C(C=C2)N2CCN(CC2)C(=O)OC(C)(C)C)O)COCC[Si](C)(C)C tert-butyl 4-[4-(5-{2-fluoro-6-[(3-hydroxypropoxy)methyl]phenyl}-1-{[2-(trimethylsilyl)ethoxy]methyl}-1H-pyrazolo[3,4-c]pyridin-3-yl)-2-hydroxyphenyl]piperazine-1-carboxylate